6-chloro-5-fluoro-1-(4-iodo-1-methyl-1H-pyrazol-5-yl)spiro[benzo[d][1,3]oxazin-4,1'-cyclopentane]-2(1H)-one ClC1=C(C2=C(N(C(OC23CCCC3)=O)C3=C(C=NN3C)I)C=C1)F